ethyl 4-iodo-1-methyl-5-phenyl-1H-pyrazole-3-carboxylate IC=1C(=NN(C1C1=CC=CC=C1)C)C(=O)OCC